3-(1-isopropyl-1H-benzo[d][1,2,3]triazol-5-yl)-5-(3-methoxy-pyridin-4-yl)-1,2,4-oxadiazole C(C)(C)N1N=NC2=C1C=CC(=C2)C2=NOC(=N2)C2=C(C=NC=C2)OC